FC(OC1=CC=C(C=C1)B1OC(C)(C)C(C)(C)O1)(F)F p-trifluoromethoxyphenylboronic acid pinacol ester